C(C)OC(=O)C=1N=C(SC1)N.BrCC(=O)NC1=C(C=CC(=C1)Br)OC 2-bromo-N-(5-bromo-2-methoxyphenyl)acetamide ethyl-2-aminothiazole-4-carboxylate